pentaerythritol tetrakis(3-laurylthiodipropionate) C(CCCCCCCCCCC)C(CC(=O)O)SCCC(=O)O.C(CCCCCCCCCCC)C(CC(=O)O)SCCC(=O)O.C(CCCCCCCCCCC)C(CC(=O)O)SCCC(=O)O.C(CCCCCCCCCCC)C(CC(=O)O)SCCC(=O)O.OCC(CO)(CO)CO